((((S)-1-(2-Chlorophenyl)-2-oxocyclohexyl)(methyl)carbamoyl)oxy)methyldimethyl-L-valinat ClC1=C(C=CC=C1)[C@@]1(C(CCCC1)=O)N(C(=O)OC[C@](N(C)C)(C(C)C)C(=O)[O-])C